COC(=O)C1=NC2=CC(=CC=C2N=C1)C 7-methylquinoxaline-2-carboxylic acid methyl ester